1,3,5-trimethyl-2-((E)-2-((1r,2r)-2-(p-tolyl)cyclopropyl)vinyl)benzene Aminotriazolate NC1=C(N=NN1)C(=O)O.CC1=C(C(=CC(=C1)C)C)\C=C\[C@@H]1[C@@H](C1)C1=CC=C(C=C1)C